7-chloro-6-fluoro-1-(2-isopropyl-4-methylpyridin-3-yl)-3-nitro-1,8-Naphthyridine-2,4(1H,3H)-dione ClC1=C(C=C2C(C(C(N(C2=N1)C=1C(=NC=CC1C)C(C)C)=O)[N+](=O)[O-])=O)F